C(C)(C)(C)C1=CC=C(C=C1)N1N=CC(=C1)C(=O)N[C@H](C(=O)N[C@H](C(=O)N[C@H](C(=O)N[C@H](C(=O)OC)CO)CCCCN(CC)CC)CC(C)C)C Methyl (2S)-2-[(2S)-2-[(2S)-2-[(2S)-2-{[1-(4-tert-butylphenyl)pyrazol-4-yl] formamido}propanamido]-4-methylpentanamido]-6-(diethylamino)hexanamido]-3-hydroxypropanoate